ClCCCC[Si](OCC)(OCC)OCC (4-chlorobutyl)triethoxysilane